5-(2-((1-Hydroxycyclopentyl)methyl)oxazol-5-yl)-6-(2-methylimidazo[1,2-a]pyridin-7-yl)picolinonitril OC1(CCCC1)CC=1OC(=CN1)C=1C=CC(=NC1C1=CC=2N(C=C1)C=C(N2)C)C#N